2-chloro-3-methoxy-6,7-dihydro-5H-pyrrolo[3,4-b]pyridine ClC1=C(C=C2C(=N1)CNC2)OC